2-((2s,3s)-3-aminotetrahydro-2H-pyran-2-yl)-5-chloro-3-iodo-N-(thiophen-2-ylmethyl)thieno[3,2-b]pyridin-7-amine hydrochloride Cl.N[C@@H]1[C@H](OCCC1)C1=C(C2=NC(=CC(=C2S1)NCC=1SC=CC1)Cl)I